sodium bis(fluorosulfonyl)amide FS(=O)(=O)[N-]S(=O)(=O)F.[Na+]